5-[5-[[1-[2-(aminomethyl)-3,3-difluoro-allyl]-5-oxo-1,2,4-triazol-4-yl]methyl]-4-fluoro-2-thienyl]-1-ethyl-pyridin-2-one NCC(CN1N=CN(C1=O)CC1=C(C=C(S1)C=1C=CC(N(C1)CC)=O)F)=C(F)F